N1CCC2C1CN(C2)C(=O)OC(C)(C)C tert-butyl 2,3,3a,4,6,6a-hexahydro-1H-pyrrolo[2,3-c]pyrrole-5-carboxylate